FC=1C(=C(C=C(C1)F)[C@H]1C2=C(NC(=C1C(=O)OC)CF)CCC2=O)[C@@H](C)F methyl (S)-4-(3,5-difluoro-2-((R)-1-fluoroethyl)phenyl)-2-(fluoromethyl)-5-oxo-4,5,6,7-tetrahydro-1H-cyclopenta[b]pyridine-3-carboxylate